CN(CC(=O)O)C1=CC=C(C=C1)I N-methyl-N-(p-iodophenyl)glycine